C(C)(=O)OC[C@H]1O[C@H]([C@@H]([C@H]([C@H]1OC(C)=O)OC(C)=O)NC(C)=O)OCCOCCOCCOCC=O [(2R,3R,4R,5R,6R)-5-acetamido-3,4-diacetoxy-6-[2-[2-[2-(2-oxoethoxy)ethoxy]ethoxy]-ethoxy]tetrahydropyran-2-yl]methyl acetate